C(C)OC(C(F)(F)F)(C(F)(F)F)[C@]1(CN(CC1)CC=1C=CC(=NC1)C)CCC1=CC=C(C=C1)F |o1:12| (R or S)-5-((3-(2-ethoxy-1,1,1,3,3,3-hexafluoropropan-2-yl)-3-(4-fluorophenethyl)pyrrolidin-1-yl)methyl)-2-methylpyridine